Phenyl-2-amino-propionic acid C1(=CC=CC=C1)C(C(=O)O)(C)N